C1(CCCCC1)C=1C=C(C(=NC1)C1=NC=2C(=NC=C(C2)C(F)(F)F)N1C)SCC 2-(5-cyclohexyl-3-ethylsulfanyl-2-pyridyl)-3-methyl-6-(trifluoromethyl)imidazo[4,5-b]pyridine